FC=1C2=C(C(=NC1C)C)CC(C2)CNCCC2CN(C(O2)=O)C2=NC1=C(OCC(N1)=O)N=C2 6-[5-[2-[(4-fluoro-1,3-dimethyl-6,7-dihydro-5H-cyclopenta[c]pyridin-6-yl)methylamino]ethyl]-2-oxo-1,3-oxazolidin-3-yl]-4H-pyrazino[2,3-b][1,4]oxazin-3-one